S-(3-carbonyl propyl) thioacetate C(C)(=O)SCCC=C=O